spiro[cyclobutane-1,6'-pyrazolo[5,1-b][1,3]oxazine]-3'-sulfonimidamide N1=CC(=C2OCC3(CN21)CCC3)S(=O)(N)=N